C(C)OC(=O)C=1C=C2C=C(NC2=CC1)CO 2-(hydroxymethyl)-1H-indole-5-carboxylic acid ethyl ester